ClC=1C=CC2=C(CC(CC=3N2C(=NN3)[C@@H]3CC[C@H](CC3)OC3=NC=CC=C3)NC(OC(C)(C)C)=O)C1 tert-butyl {8-chloro-1-[trans-4-(pyridin-2-yloxy)cyclohexyl]-5,6-dihydro-4H-[1,2,4]triazolo[4,3-a][1]benzazepine-5-yl}carbamate